N[C@@H]1CN(CCC1)C1=C(C=NC(=C1)NC1=NC(=NC=C1)C1=C(C=CC=C1OC)F)C=1C=NC(=CC1)OCCN(C)C (S)-4-(3-aminopiperidin-1-yl)-6'-(2-(dimethylamino)ethoxy)-N-(2-(2-fluoro-6-methoxyphenyl)pyrimidin-4-yl)-[3,3'-bipyridin]-6-amine